C(C)(C)(C)OC(=O)N1CCN(CC1)C1=C(C(=NC2=C(C(=C(C=C12)Cl)C1=CC=C(C2=C1N=C(S2)NC(=O)OC(C)(C)C)F)F)C#C[Si](C)(C)C)C#N 4-(7-(2-((tert-butoxycarbonyl)amino)-7-fluorobenzo[d]Thiazol-4-yl)-6-chloro-3-cyano-8-fluoro-2-((trimethylsilanyl)ethynyl)quinolin-4-yl)piperazine-1-carboxylic acid tert-butyl ester